3-(5-bromo-2-methylphenyl)-5-((4,4-difluoro-tetrahydro-2H-pyran-2-yl)methyl)-1,3,4-oxadiazol-2(3H)-one BrC=1C=CC(=C(C1)N1C(OC(=N1)CC1OCCC(C1)(F)F)=O)C